2-[1-[(2,3-difluorophenyl)methyl]-5-oxopyrrolidin-2-yl]-N-prop-2-yn-1-ylacetamide FC1=C(C=CC=C1F)CN1C(CCC1=O)CC(=O)NCC#C